C(C1=CC=CC=C1)OC([C@H]1N(C[C@@H](C1)C(C)=S)C(=O)OCCCC)=O butyloxycarbonyl-(2S,4R)-4-thioacetyl-proline benzyl ester